C(C)(C)(C)OC(=O)N1CCC(CC1)CN1N=C2C3=C(CCC2=C1)OC(=C3C(F)(F)F)C(=O)OCC ethyl 2-{[1-(tert-butoxycarbonyl) piperidin-4-yl] methyl}-8-(trifluoromethyl)-4,5-dihydro-2H-furo[2,3-g]indazole-7-carboxylate